FC(C=1N=CC=2N(C1)C(=CN2)C2=CC=CC(=N2)N2CC(CCC2)C(=O)N)F 1-(6-(6-(difluoromethyl)imidazo[1,2-a]pyrazin-3-yl)pyridin-2-yl)piperidine-3-carboxamide